C([C@@H]1CO1)O[Si](C)(C)C(C)(C)C tert-Butyldimethylsilyl (S)-Glycidyl Ether